C(C1=CC=CC=C1)N1CCC(CC1)CN1C=NC=C(C1=O)C1=CC=CC=C1 3-((1-benzylpiperidin-4-yl)methyl)-5-phenylpyrimidin-4(3H)-one